FC1(CN(CCC1)CC1=CC(=NC(=C1)C(F)(F)F)N1C(C2=CC(=CC=C2C1)C1(COC1)CC1=NN=CN1C)=O)F 2-(4-((3,3-Difluoropiperidin-1-yl)methyl)-6-(trifluoromethyl)pyridin-2-yl)-6-(3-((4-methyl-4H-1,2,4-triazol-3-yl)methyl)oxetan-3-yl)isoindolin-1-one